2-(isoquinolin-6-yl)-N-methyl-1-((1R,3R)-3-(methylcarbamoyl)cyclopentyl)-1H-benzo[d]imidazole-6-carboxamide C1=NC=CC2=CC(=CC=C12)C1=NC2=C(N1[C@H]1C[C@@H](CC1)C(NC)=O)C=C(C=C2)C(=O)NC